CC=1N=C2N(N=C(C=C2C)N2N=C3C(=C2)SC(=C3)N3CC2(C3)CN(C2)C)C1 2-(2-{2,8-dimethylimidazo[1,2-b]pyridazin-6-yl}thieno[3,2-c]pyrazol-5-yl)-6-methyl-2,6-diazaspiro[3.3]heptane